4-{2-[4-bromo-6-(hydroxymethyl)-1-oxo-3H-isoindol-2-yl]-6-cyclopropylpyridin-4-yl}-3-(4-methyl-1,2,4-triazol-3-yl)benzonitrile BrC1=C2CN(C(C2=CC(=C1)CO)=O)C1=NC(=CC(=C1)C1=C(C=C(C#N)C=C1)C1=NN=CN1C)C1CC1